ClC1=C2C(=C(NC2=CC=C1F)C(=O)N1CCN(CC1)C(CN1CCOCC1)=O)F 1-(4-(4-chloro-3,5-difluoro-1H-indole-2-carbonyl)piperazin-1-yl)-2-morpholinoethan-1-one